(Z,E)-Tetradeca-9,12-dienyl acetate C(C)(=O)OCCCCCCCC\C=C/C\C=C\C